methylbenzyl cyanoacrylate C(#N)C(C(=O)OC(C1=CC=CC=C1)C)=C